3-(diethoxyl(methoxy)silyl)propan-1-amine O(CC)[Si](CCCN)(OC)OCC